2-((4-(2-(4-chloro-2-fluorophenyl)-2-methyl-2,3-dihydrobenzofuran-7-yl)piperidin-1-yl)methyl)-1-(((S)-oxetan-2-yl)methyl)-1H-benzo[d]imidazole-6-carboxylic acid ClC1=CC(=C(C=C1)C1(OC2=C(C1)C=CC=C2C2CCN(CC2)CC2=NC1=C(N2C[C@H]2OCC2)C=C(C=C1)C(=O)O)C)F